C(C)N1C(=[N+](C=C1)CCC)CC 1,2-diethyl-3-propylimidazolium